4-[(4bR,8S)-1-(1-methanesulfonyl-1-methyl-ethyl)-5-methyl-5,6,8a,9-tetrahydro-8H-7,10-Dioxa-2,4,4b-triazaphenanthrene-3-yl]-1H-pyrrolo[2,3-b]Pyridin-5-ylamine CS(=O)(=O)C(C)(C)C1=NC(=NC=2N3C(COCC3COC12)C)C1=C2C(=NC=C1N)NC=C2